(S)-(-)-2-(hydroxymethyl)epoxyethane OC[C@H]1CO1